ethyl 2'-oxo-1',2',6,7-tetrahydro-4H-spiro[benzofuran-5,3'-pyrrolo[2,3-b]pyridine]-2-carboxylate O=C1C2(C=3C(=NC=CC3)N1)CCC1=C(C=C(O1)C(=O)OCC)C2